4-(furan-2-yl)-2,3-dihydrobenzofuro[7,6-d]isoxazol-8-amine O1C(=CC=C1)C1=CC2=C(C(=NO2)N)C2=C1CCO2